(4-(6-(azepan-1-yl)-6-oxohexyl)-1-phenyl-1H-imidazol-2-yl)-3-(1H-indazol-5-yl)benzamide N1(CCCCCC1)C(CCCCCC=1N=C(N(C1)C1=CC=CC=C1)C1=C(C(=O)N)C=CC=C1C=1C=C2C=NNC2=CC1)=O